C(C=C)(=O)N1C[C@H]2COCCN2[C@@H](C1)C1=CC(=NC(=C1)Cl)C1=CC(=NC=N1)C(=O)NC trans-6-(4-((6R,9aS)-8-acryloyloctahydropyrazino[2,1-c][1,4]oxazin-6-yl)-6-chloropyridin-2-yl)-N-methylpyrimidine-4-carboxamide